(S)-11-(4-(benzyloxy)butyl)-4-ethyl-8,10-difluoro-4-hydroxy-9-methoxy-1,12-dihydro-14H-pyrano[3',4':6,7]indolizino[1,2-b]quinoline-3,14(4H)-dione C(C1=CC=CC=C1)OCCCCC1=C2C(=NC=3C=C(C(=C(C13)F)OC)F)C1=CC3=C(C(N1C2)=O)COC([C@]3(O)CC)=O